5-(8-(((6-isopropoxypyridin-3-yl)methyl)amino)quinolin-4-yl)thiophene-2-carbonitrile C(C)(C)OC1=CC=C(C=N1)CNC=1C=CC=C2C(=CC=NC12)C1=CC=C(S1)C#N